1-Ethyl 3-[4-(4-ethyl-3-pyridyl)-7-fluoro-2-[4-(5-fluoro-3-methoxy-2-pyridyl)piperazine-1-carbonyl]-1H-indol-6-yl]cyclohex-3-ene-1-carboxylate C(C)C1=C(C=NC=C1)C1=C2C=C(NC2=C(C(=C1)C=1CC(CCC1)C(=O)OCC)F)C(=O)N1CCN(CC1)C1=NC=C(C=C1OC)F